C1(CC1)C1=C(N2C(S1)=CN=C2)C(O)C2=CC=C(C=C2)OC (2-cyclopropyl-imidazo[5,1-b]thiazol-3-yl)-(4-methoxy-phenyl)-methanol